2-(1-methyl-1H-pyrazol-4-yl)-7-oxo-4,5,6,7-tetrahydrobenzo[b]thiophene-3-carboxylic acid CN1N=CC(=C1)C1=C(C2=C(S1)C(CCC2)=O)C(=O)O